N1=C(C=CC=C1)C#CCO 3-(Pyridin-2-yl)prop-2-yn-1-ol